ClC=1N=CC2=C(N1)N(C(=C2)C(=O)OCC)C2(CCCCC2)C#N ethyl 2-chloro-7-(1-cyanocyclohexyl)-7H-pyrrolo[2,3-d]pyrimidine-6-carboxylate